IC1=C2C(=NC=C1)C=CS2 7-iodothieno[3,2-b]pyridine